N1C(=NC2=C1C=1C(=CN=N2)N=CN1)C(=O)[O-] diimidazodiazepineAt